tert-butyl (2R,4R)-2-(2-aminoethyl)-4-fluoropyrrolidine-1-carboxylate NCC[C@H]1N(C[C@@H](C1)F)C(=O)OC(C)(C)C